methyl 5-cyano-4-(5-((3,4-difluorobenzyl)carbamoyl)thiophen-2-yl)-2-hydroxy-6-isobutyl-1,4-dihydropyridine-3-carboxylate C(#N)C=1C(C(=C(NC1CC(C)C)O)C(=O)OC)C=1SC(=CC1)C(NCC1=CC(=C(C=C1)F)F)=O